(2-(2-(2-methoxyethoxy)ethoxy)ethyl) fluoroiodophosphate P(=O)(OCCOCCOCCOC)(I)F